BrC#CC1=CC=C(C=C1)C1=CC=C(C=C1)C#CBr 4,4'-di(bromoethynyl)-1,1'-biphenyl